CN1C(C(=CC(=C1)C(F)(F)F)C1C(C1)(C(=O)N)C1CCN(CC1)C1=NC=CN=C1)=O (1-methyl-2-oxo-5-(trifluoromethyl)-1,2-dihydropyridin-3-yl)-1-(1-(pyrazin-2-yl)piperidin-4-yl)cyclopropane-1-carboxamide